N-(2-(1H-pyrrol-1-yl)ethyl)-5-(furan-2-yl)isoxazole-3-carboxamide N1(C=CC=C1)CCNC(=O)C1=NOC(=C1)C=1OC=CC1